O=C1NC2(C(N1)=O)C(CCC2)CC=2C(=C(C=CC2S(=O)(=O)N)C2=CC=C(C=C2)F)OC ((2,4-dioxo-1,3-diazaspiro[4.4]nonane-6-yl)methyl)-4'-fluoro-2-methoxy-[1,1'-biphenyl]-4-sulfonamide